p-tertiarybutyl-phenol C(C)(C)(C)C1=CC=C(C=C1)O